4-chloro-7-(1-(tetrahydro-2H-pyran-2-yl)-1H-pyrazol-5-yl)quinolin-2-amine ClC1=CC(=NC2=CC(=CC=C12)C1=CC=NN1C1OCCCC1)N